2-(4-chlorophenyl)-2-(pyridin-2-yl)malononitrile ClC1=CC=C(C=C1)C(C#N)(C#N)C1=NC=CC=C1